C(C)C=1C=C2C(=C(C(=NC2=C(C1)F)N1[C@@H](CN(CC1)C(C)C1CCOCC1)C)C1=NC(=NO1)C)C 5-(6-ethyl-8-fluoro-4-methyl-2-((2R)-2-methyl-4-(1-(tetrahydro-2H-pyran-4-yl)ethyl)piperazin-1-yl)quinolin-3-yl)-3-methyl-1,2,4-oxadiazole